4-(((5-bromo-2-nitropyridin-3-yl)oxy)methyl)pyridin-2-amine BrC=1C=C(C(=NC1)[N+](=O)[O-])OCC1=CC(=NC=C1)N